tert-Butyl 2-(cyclobutylamino)-6-(oxetan-3-ylamino)pyridine-4-carboxylate C1(CCC1)NC1=NC(=CC(=C1)C(=O)OC(C)(C)C)NC1COC1